CC=1N=C(NC1C)C1=NC=CC(=C1)C=1C=NC=C(C1)C(=O)N1CCCC1 1-{[2'-(4,5-Dimethyl-1H-imidazol-2-yl)-3,4'-bipyridin-5-yl]carbonyl}pyrrolidine